4-chloro-5-(hydroxymethyl)-2H-pyridazin-3-one ClC=1C(NN=CC1CO)=O